CN1N=C(C(=C1)NC=O)O[C@H]1COC[C@@H]1C N-(1-methyl-3-(((3r,4s)-4-methyltetrahydrofuran-3-yl)oxy)-1H-pyrazol-4-yl)carboxamide